ClC1=C(C=CC=C1)N1C(C(=C(C2=CC=C(N=C12)C(F)(F)F)NC)C#N)=O 1-(2-chlorophenyl)-4-(methylamino)-2-oxo-7-(trifluoromethyl)-1,2-dihydro-1,8-naphthyridine-3-carbonitrile